2-(4-Thiazolyl)-1H-benzimidazol S1C=NC(=C1)C1=NC2=C(N1)C=CC=C2